[N+](=O)([O-])C1=CC=C(C(=O)O[C@@H](CC[C@@H]2O[C@H](CC2=C)[C@@H]2OC(OC2)(C)C)CC(=C=C)C)C=C1 (S)-1-((2S,5R)-5-((R)-2,2-dimethyl-1,3-dioxolan-4-yl)-3-methylenetetrahydrofuran-2-yl)-5-methylhept-5,6-dien-3-yl 4-nitrobenzoate